4,4'-sulfinyl-bisphenol S(=O)(C1=CC=C(C=C1)O)C1=CC=C(C=C1)O